FC=1C=C(C=CC1)NC(CCC=C)=O N-(3-fluorophenyl)pent-4-enamide